O=C1NCCC(C1)C=O 2-oxopiperidine-4-carbaldehyde